BrC1=C2N=CNC2=NC(=N1)Cl 6-bromo-2-chloro-9H-purine